N-(1-cyclobutyl-7-(2-hydroxypropan-2-yl)-1H-benzo[d]imidazol-2-yl)-3,3-dimethylbutanamide C1(CCC1)N1C(=NC2=C1C(=CC=C2)C(C)(C)O)NC(CC(C)(C)C)=O